NC1=NC=C(C=N1)\C=C\1/OC2=C(C1=O)C=CC(=C2)O (Z)-2-(2-aminopyrimidin-5-ylmethylene)-6-hydroxybenzofuran-3(2H)-one